C(C)(=O)C1=C(C=C(C=C1)Cl)N1CON(CC1)C(C(=O)OC)CC1=CC=CC=C1 Methyl 2-(4-(2-acetyl-5-chlorophenyl)-2-oxapiperazin-1-yl)-3-phenylpropionate